FC1=CC=C(C=C2CC3=CC=C(C=C3C2)OC)C=C1 2-(4-fluorobenzylidene)-5-methoxy-2,3-dihydro-1H-indene